methyldi(2,4,6-trimethylphenyl)silane C[SiH](C1=C(C=C(C=C1C)C)C)C1=C(C=C(C=C1C)C)C